FC1=CC=C2C(N(C=NC2=C1)[C@@H](C(=O)O)C)=O (R)-2-(7-fluoro-4-oxoquinazolin-3(4H)-yl)propanoic acid